7-chloro-3,3-dimethylindolin-2-one ClC=1C=CC=C2C(C(NC12)=O)(C)C